[N+](=O)([O-])C=1C=C(C=C2C=CN(C12)CC1CCOCC1)S(=O)(=O)NC(C1=CC=CC=C1)=O N-((7-nitro-1-((tetrahydro-2H-pyran-4-yl)methyl)indol-5-yl)sulfonyl)benzamide